ClC1=CC(=C(COC2=CC=CC(=N2)N2CCN(CC2)CC=2N(C3=C(N2)SC(=C3)C(=O)OCC)CC3=CN=CN3CC)C=C1)F Ethyl 2-((4-(6-(4-chloro-2-fluorobenzyloxy) pyridin-2-yl) piperazin-1-yl) methyl)-1-((1-ethyl-1H-imidazol-5-yl) methyl)-1H-thieno[2,3-d]imidazole-5-carboxylate